C=1N=CN2C1C1=CC=CC=C1[C@@H]2C(C)(C)O (R)-2-(5H-imidazo[5,1-a]isoindol-5-yl)propan-2-ol